N-[4-(3-aminopropylcarbamoyl)-3-ethyl-phenyl]-5-[4-(difluoromethoxy)-2,3-difluoro-phenyl]-1-methylimidazole-2-carboxamide NCCCNC(=O)C1=C(C=C(C=C1)NC(=O)C=1N(C(=CN1)C1=C(C(=C(C=C1)OC(F)F)F)F)C)CC